ClC1=CC=C(C=C1)C=1C(C(=C(N(C1C)CC)C1=CC(=C(C=C1)Cl)Cl)C(=O)NN(C)C)=O 5-(4-chlorophenyl)-2-(3,4-dichlorophenyl)-1-ethyl-N',N',6-trimethyl-4-oxo-pyridine-3-carbohydrazide